N,N-dioctadecylmethylammonium tetrakis(pentafluorophenyl)borate FC1=C(C(=C(C(=C1[B-](C1=C(C(=C(C(=C1F)F)F)F)F)(C1=C(C(=C(C(=C1F)F)F)F)F)C1=C(C(=C(C(=C1F)F)F)F)F)F)F)F)F.C(CCCCCCCCCCCCCCCCC)[NH+](CCCCCCCCCCCCCCCCCC)C